CO[Si](CCCNCCC[Si](OC)(OC)OC)(OC)OC di-(gamma-trimethoxysilylpropyl)amine